thiophosphoryl-2'-O-methyl-uridine P(=S)#CO[C@H]1[C@@H](O[C@@H]([C@H]1O)CO)N1C(=O)NC(=O)C=C1